(rac)-3-(bromomethyl)heptane BrC[C@H](CC)CCCC |r|